CC(C=C)(C)C 3,3-Dimethyl-1-buten